COC(C1=CN=C(C(=C1)Cl)N1CCN(CC1)C1=NOC2=C1C(=CC=C2)C(F)(F)F)=O 5-chloro-6-(4-(4-(trifluoromethyl)benzo[d]isoxazol-3-yl)piperazin-1-yl)nicotinic acid methyl ester